C(C)OC(=O)[C@H]1[C@@H](C1)C(=O)O trans-2-ethoxycarbonyl-cyclopropanecarboxylic acid